di(aminoethyl)piperazine NCCN1CCN(CC1)CCN